(R)-7-(difluoromethyl)-N-(1,1-dioxido-2,3-dihydrothiophen-3-yl)-2-oxo-1,2-dihydroquinoline-3-carboxamide FC(C1=CC=C2C=C(C(NC2=C1)=O)C(=O)N[C@H]1CS(C=C1)(=O)=O)F